4-Fluoro-1-(toluene-4-sulfonyl)-pyrrolidine-2-carboxylic acid (4,4-difluoro-cyclohexyl)-(2,3-dihydro-benzofuran-6-ylmethyl)-amide FC1(CCC(CC1)N(C(=O)C1N(CC(C1)F)S(=O)(=O)C1=CC=C(C)C=C1)CC1=CC2=C(CCO2)C=C1)F